C1C(CC12CCNCC2)OC2=CC=C(C=C2)C=2C=1C(=C(SC1N1C(=NN=C1[C@@H](N2)CC=2N=NN(N2)C)C)C)C (9S)-7-[4-(7-azaspiro[3.5]nonan-2-yloxy)phenyl]-4,5,13-trimethyl-9-[(2-methyltetrazol-5-yl)methyl]-3-thia-1,8,11,12-tetrazatricyclo[8.3.0.02,6]trideca-2(6),4,7,10,12-pentaene